C(C)(C)(C)OC(=O)N[C@H](C(=O)N[C@H](C(=O)OC)C[C@H]1C(NC(C1)(C)C)=O)CC(C)(C)C (S)-methyl 2-((S)-2-((tert-butoxycarbonyl)amino)-4,4-dimethylpentanamido)-3-((R)-5,5-dimethyl-2-oxopyrrolidin-3-yl)propanoate